BrC=1C=NN(C1C(=O)OC)C1OCCCC1 methyl 4-bromo-1-(tetrahydro-2H-pyran-2-yl)-1H-pyrazole-5-carboxylate